FC1=C(C=CC(=C1)S(=O)(=O)C)[C@@H]1COCCCN1 |r| (+/-)-3-(2-fluoro-4-(methylsulfonyl)phenyl)-1,4-oxazepane